FC=1C=C(C=C(C1)NS(=O)(=O)C)NC(=O)C=1SC(=C(C1)C1=NC=CC=C1C)C N-(3-fluoro-5-(methylsulfonamido)phenyl)-5-methyl-4-(3-methylpyridin-2-yl)thiophene-2-carboxamide